ClC1=CC=C(C=N1)NC=1N=CC=C2C=C(C=NC12)OC N-(6-chloropyridin-3-yl)-3-methoxy-1,7-naphthyridin-8-amine